1-N-[4-[7-[1-(fluoromethyl)pyrazol-4-yl]quinolin-4-yl]oxyphenyl]-1-N'-(4-fluorophenyl)cyclopropane-1,1-dicarboxamide FCN1N=CC(=C1)C1=CC=C2C(=CC=NC2=C1)OC1=CC=C(C=C1)NC(=O)C1(CC1)C(=O)NC1=CC=C(C=C1)F